C(=O)OC=1C=C2C3=C(N(C2=CC1)C)C1C2N(CC3)CC(CC2CO)C1 7-(hydroxymethyl)-5-methyl-6,6a,7,8,9,10,12,13-octahydro-5H-6,9-methanopyrido[1',2':1,2]azepino[4,5-b]indol-2-ol formate